CN1C(C=CC(=C1)C=1C=NN(C1)CC1=NC=CC=C1)=O 1-methyl-5-(1-(pyridin-2-ylmethyl)-1H-pyrazol-4-yl)pyridin-2(1H)-one